7-[3-(butylcarbamoyl)azetidin-1-yl]-5-methyl-4-oxo-1-(1,3-thiazol-2-yl)-1,4-dihydro-1,8-naphthyridine-3-carboxylic acid C(CCC)NC(=O)C1CN(C1)C1=CC(=C2C(C(=CN(C2=N1)C=1SC=CN1)C(=O)O)=O)C